SCSCCSCS 1,2-bis(mercaptomethyl-thio)ethane